bis(hydroxyethyl)terephthalate OCCOC(C1=CC=C(C(=O)OCCO)C=C1)=O